C(C1=CC=CC=C1)OC(=O)NC[C@@H](CN1C(C2=CC3=C(N=CC=C3N2CC1)OCC(F)(F)F)=O)NC(OC(C)(C)C)=O tert-butyl N-[(1S)-1-(benzyloxycarbonylaminomethyl)-2-[10-oxo-6-(2,2,2-trifluoroethoxy)-1,5,11-triazatricyclo[7.4.0.02,7]trideca-2,4,6,8-tetraen-11-yl]ethyl]carbamate